2-chloro-5-[[(1R)-1-(2-isoindolin-2-yl-6-methyl-4-oxo-chromen-8-yl)ethyl]amino]thiazole-4-carboxylic acid ClC=1SC(=C(N1)C(=O)O)N[C@H](C)C=1C=C(C=C2C(C=C(OC12)N1CC2=CC=CC=C2C1)=O)C